[Ca+2].C([O-])([O-])=O.[Ca+2].C([O-])([O-])=O Calcium Carbonate Calcium